1-(pyridin-2-yl)-1H-pyrazolo[3,4-d]pyrimidine-6-carboxylic acid N1=C(C=CC=C1)N1N=CC=2C1=NC(=NC2)C(=O)O